N-(2-((2-((4-(2,6-dioxopiperidin-3-yl)-3-fluorobenzyl)(methyl)amino)ethyl)(methyl)amino)-4-methoxy-5-((4-(1-methyl-1H-indol-3-yl)pyrimidin-2-yl)amino)phenyl)acrylamide O=C1NC(CCC1C1=C(C=C(CN(CCN(C2=C(C=C(C(=C2)OC)NC2=NC=CC(=N2)C2=CN(C3=CC=CC=C23)C)NC(C=C)=O)C)C)C=C1)F)=O